Isopropyl ((((1S,4R)-4-(2-amino-6-methoxy-9H-purin-9-yl)cyclopent-2-en-1-yl)methoxy)(o-toluyloxy)phosphoryl)-L-alaninate NC1=NC(=C2N=CN(C2=N1)[C@H]1C=C[C@H](C1)COP(=O)(OC1=C(C=CC=C1)C)N[C@@H](C)C(=O)OC(C)C)OC